2''-oxo-1'',2''-dihydrodispiro[cyclohexane-1,2'-pyrrolidine-3',3''-indole]-5'-carboxamide O=C1NC2=CC=CC=C2C12C1(NC(C2)C(=O)N)CCCCC1